C1(CCCC1)C#CC(=O)[O-] cyclopentane-propiolate